((2-fluoro-4-(5-(trifluoromethyl)-1,2,4-oxadiazol-3-yl)phenyl)imino)(4-fluorophenyl)(methyl)-λ6-sulfanone FC1=C(C=CC(=C1)C1=NOC(=N1)C(F)(F)F)N=S(=O)(C)C1=CC=C(C=C1)F